FC1=C(OCCCCOP(=O)(O)CCCl)C=CC(=C1F)C1CCC(CC1)CCCCC (4-(2,3-difluoro-4-(4-pentylcyclohexyl)phenoxy)butyl)phosphono-ethyl chloride